C(C)(C)(C)OC(=O)NC1=CC=C(CN([C@@H]2CC[C@H](CC2)C(=O)OC)CC)C=C1 methyl trans-4-((4-((tert-butoxycarbonyl)amino) benzyl)(ethyl)amino)cyclohexane-1-carboxylate